ClC=1C=C(C=2N(N1)C(=CN2)C2=NN(C=C2)C2OCCCC2)N2[C@@H](COCC2)C (3R)-4-(6-chloro-3-(1-(tetrahydro-2H-pyran-2-yl)-1H-pyrazol-3-yl)imidazo[1,2-b]Pyridazin-8-yl)-3-methylmorpholine